2-((trans-4-((5-(imidazo[1,2-a]pyridin-6-yl)-4-methoxypyrrolo[2,1-f][1,2,4]triazin-2-yl)amino)cyclohexyl)oxy)ethan-1-ol N=1C=CN2C1C=CC(=C2)C=2C=CN1N=C(N=C(C12)OC)N[C@@H]1CC[C@H](CC1)OCCO